6-(2-chloro-2'-methyl-3'-((2-methylpyrido[3,2-d]pyrimidin-4-yl)amino)-[1,1'-biphenyl]-3-yl)-2-ethylnicotinaldehyde ClC1=C(C=CC=C1C1=NC(=C(C=O)C=C1)CC)C1=C(C(=CC=C1)NC=1C2=C(N=C(N1)C)C=CC=N2)C